6-Fluoro-5-iodo-3-methylbenzo[d]oxazol-2(3H)-one FC1=CC2=C(N(C(O2)=O)C)C=C1I